ClC1=CC=C(C=C1)[C@@]1(N(C(C2=CC(=CC(=C12)F)C(C)(C)O)=O)CC1=CC=C(C=N1)C#N)OC1CC(C1)O 6-{[(1R)-1-(4-Chlorophenyl)-7-fluoro-1-(3-hydroxycyclobutoxy)-5-(2-hydroxypropan-2-yl)-3-oxo-2,3-dihydro-1H-isoindol-2-yl]methyl}pyridin-3-carbonitril